3,5-dichloro-N-(4-fluoro-2-(3-(methylamino)pyrrolidin-1-yl)-5-(2-morpholinopyrimidin-5-yl)phenyl)benzamide-TFA salt OC(=O)C(F)(F)F.ClC=1C=C(C(=O)NC2=C(C=C(C(=C2)C=2C=NC(=NC2)N2CCOCC2)F)N2CC(CC2)NC)C=C(C1)Cl